racemic-2-(3-(5-fluoroisoquinolin-4-yl)-2,4-dioxo-5-(2,2,2-trifluoroethyl)-2,3,4,5,6,7-hexahydro-1H-cyclopenta[d]pyrimidin-1-yl)acetonitrile FC1=C2C(=CN=CC2=CC=C1)N1C(N(C2=C(C1=O)[C@H](CC2)CC(F)(F)F)CC#N)=O |r|